tert-butyl 2-(4-(7-cyanoimidazo[2',1':2,3]thiazolo[4,5-c]pyridin-2-yl)-3-fluorophenyl)pyrrolidine-1-carboxylate C(#N)C1=CC2=C(C=N1)N1C(S2)=NC(=C1)C1=C(C=C(C=C1)C1N(CCC1)C(=O)OC(C)(C)C)F